C(=CC1=CC=CC=C1)C=1C(=C(C=CC1)C=CC1=CC=CC=C1)C=CC1=CC=CC=C1 tristyryl-(benzene)